(S,10Z,13Z)-12-benzyloxy-hexacosanedienoic acid methyl ester COC(C=CC=CCCCCCC[C@H](CCCCCCCCCCCCCC)OCC1=CC=CC=C1)=O